S1C2=C(C=C1COC=1C(=CSC1)C=1N=NN(C1)C1C(NC(CC1)=O)=O)C=CC=C2 3-{4-[4-(benzo[b]thiophen-2-ylmethoxy)thiophen-3-yl]-1H-1,2,3-triazol-1-yl}piperidine-2,6-dione